6-isopropoxy-2H-indazole-5-carboxamide C(C)(C)OC=1C(=CC2=CNN=C2C1)C(=O)N